BrC=1C=C(C=CC1)C=CC(=O)C1=C(C=CC=C1)O 3-(3-Bromophenyl)-1-(2-hydroxyphenyl)prop-2-en-1-one